The molecule is a DiHOME obtained by formal dihydroxylation of the 9,10-double bond of octadeca-9,12-dienoic acid (the 12Z-geoisomer). It is a conjugate acid of a 9,10-DiHOME(1-). CCCCC/C=C\\CC(C(CCCCCCCC(=O)O)O)O